methyl 4-[(4R)-4-amino-3,3-dimethylpyrrolidin-1-yl]butanoate hydrochloride Cl.N[C@@H]1C(CN(C1)CCCC(=O)OC)(C)C